O=C1N(C=CC=C1)CC1=CC=C(CN2N=CC(=C2)C(=O)O)C=C1 1-(4-((2-Oxopyridin-1(2H)-yl)methyl)benzyl)-1H-pyrazole-4-carboxylic acid